(R)-N-(2-amino-1-phenylethyl)-4-(5-methyl-7H-pyrrolo[2,3-d]pyrimidin-4-yl)-3,4-dihydro-2H-1,4-thiazine-6-carboxamide NC[C@@H](C1=CC=CC=C1)NC(=O)C1=CN(CCS1)C=1C2=C(N=CN1)NC=C2C